(N-glycidyl-N,N-diallylammonium) ethyl-phosphonate C(C)P([O-])([O-])=O.C(C1CO1)[NH+](CC=C)CC=C.C(C1CO1)[NH+](CC=C)CC=C